COC1=CC=C(C=C1)NC(=O)C=1C=C2C(=NN(C2=CC1)C)C=1N(C2=CC=CC=C2C1)C N-(4-Methoxyphenyl)-1-methyl-3-(1-methyl-1H-indol-2-yl)-1H-indazole-5-carboxamide